[Sn].[Ag].[Cu] Copper-silver-tin